N1C=C(C2=CC=CC=C12)CC(C)N 1-(1H-indol-3-yl)propane-2-amine